2,4-DICHLORO-5-(CYCLOPENTYLOXY)PHENYLBORONIC ACID ClC1=C(C=C(C(=C1)Cl)OC1CCCC1)B(O)O